L-rhodinose O=CCC[C@H](O)[C@@H](O)C